2-(2,5-dimethoxy-4-bromobenzyl)-6-(2-methoxyphenyl)piperidine COC1=C(CC2NC(CCC2)C2=C(C=CC=C2)OC)C=C(C(=C1)Br)OC